ClC1=C(C(=NC=N1)C=1C=C2CN(C(C2=CC1)=O)C)OC 5-(6-chloro-5-methoxypyrimidin-4-yl)-2-methylisoindolin-1-one